1-(3-fluoro-4-hydroxyphenyl)-2-((3aR,5r,6aS)-5-(4-fluorobenzyl)-5-hydroxyhexahydrocyclopenta[c]pyrrol-2(1H)-yl)ethanone FC=1C=C(C=CC1O)C(CN1C[C@@H]2[C@H](C1)CC(C2)(O)CC2=CC=C(C=C2)F)=O